ClC1=C2C=NN(C2=C(C=C1)C(=O)NC1CC2(CC(C2)C(=O)O)C1)C([2H])([2H])C1=C(C(=C(C(=C1[2H])[2H])I)[2H])[2H] 6-(4-Chloro-1-((4-iodophenyl-2,3,5,6-d4)methyl-d2)-1H-indazole-7-carboxamido)spiro[3.3]heptane-2-carboxylic acid